4-(6-Fluoroimidazo[1,2-a]pyridin-3-yl)-N-(6-(4-methylpiperazin-1-yl)pyridin-3-yl)pyrimidin-2-amine FC=1C=CC=2N(C1)C(=CN2)C2=NC(=NC=C2)NC=2C=NC(=CC2)N2CCN(CC2)C